[Si](C)(C)(C(C)(C)C)OCCCOC1(C(N=CC=C1)Cl)[N+](=O)[O-] 3-((tert-Butyldimethylsilanyloxy)propoxy)-2-chloro-3-nitropyridine